4-(2-methyl-5-nitro-3-(trifluoromethoxy)benzyl)morpholine CC1=C(CN2CCOCC2)C=C(C=C1OC(F)(F)F)[N+](=O)[O-]